dimethyl-1,4-benzoquinone diimine CN=C1C=CC(C=C1)=NC